Butyl Acetate Benzyl-Butyrate Ethyl-Acetate Ethylmethyl-Butyrate C(C)C(C(=O)O)(CC)C.C(C)OC(C)=O.C(C1=CC=CC=C1)OC(CCC)=O.C(C)(=O)OCCCC